FC=1C=CC(=NC1C1(COC1)O)N1N(C(C=2C1=NC(=NC2)SC)=O)C(C)C 1-(5-fluoro-6-(3-hydroxyoxetan-3-yl)pyridin-2-yl)-2-isopropyl-6-(methylthio)-1,2-dihydro-3H-pyrazolo[3,4-d]pyrimidin-3-one